NCCCCN(C=1SC(=C(N1)C(=O)O)CCCOC1=C(C=C(C=C1)C#CCN(C)C)F)C=1N=NC(=C(C1)C)NC=1SC2=C(N1)C=CC=C2 2-[4-Aminobutyl-[6-(1,3-benzothiazol-2-ylamino)-5-methyl-pyridazin-3-yl]amino]-5-[3-[4-[3-(dimethylamino)prop-1-ynyl]-2-fluoro-phenoxy]propyl]thiazole-4-carboxylic acid